7-(5-fluoro-2-(((1S,3R,4S,5R)-4-hydroxy-6,8-dioxabicyclo[3.2.1]octan-3-yl)amino)pyrimidin-4-yl)-2-((3-hydroxyazetidin-1-yl)methyl)-1-isopropyl-3-methylquinolin-4(1H)-one FC=1C(=NC(=NC1)N[C@@H]1C[C@H]2CO[C@@H]([C@H]1O)O2)C2=CC=C1C(C(=C(N(C1=C2)C(C)C)CN2CC(C2)O)C)=O